1-(4-(difluoromethoxy)phenyl)ethanol FC(OC1=CC=C(C=C1)C(C)O)F